The molecule is a long-chain fatty alcohol that is tetradecan-1-ol bearing a methyl substituent at position 13. It is a long-chain primary fatty alcohol and a fatty alcohol 15:0. CC(C)CCCCCCCCCCCCO